C(C)(C)(C)OC(=O)N1C(C2=CC=C(C(=C2CC1OCC1=CC=CC=C1)F)Br)=O (benzyloxy)-6-bromo-5-fluoro-1-oxo-3,4-dihydroisoquinoline-2(1H)-carboxylic acid tert-butyl ester